C(#C)C=1C(=CC=C2C=C(C=C(C12)C1=C(C=2N=C(N=C(C2C=N1)N(C[C@H]1NCCCC1)C)N1CCC(CC1)(O)C)F)C(C)(C)O)F (S)-1-(7-(8-ethynyl-7-fluoro-3-(2-hydroxypropan-2-yl)naphthalen-1-yl)-8-fluoro-4-(methyl(piperidin-2-ylmethyl)amino)pyrido[4,3-d]pyrimidin-2-yl)-4-methylpiperidin-4-ol